4-(cyclobutylamino)-2-((3-hydroxy-2,3,4,5-tetrahydro-benzo[b][1,4]oxazepin-7-yl)amino)pyrimidine-5-carboxamide C1(CCC1)NC1=NC(=NC=C1C(=O)N)NC1=CC2=C(OCC(CN2)O)C=C1